2-(4-hydroxycyclohexyl)acetic acid OC1CCC(CC1)CC(=O)O